Cl.N1=CC(=CC=C1)C1=NC(=CC(=N1)NC1=NC=CC(=C1)OC(F)(F)F)N1CC2(CNC2)CC1 2-(pyridin-3-yl)-6-(2,6-diazaspiro[3.4]octane-6-yl)-N-(4-(trifluoromethoxy)pyridin-2-yl)pyrimidin-4-amine hydrochloride